FC(S(=O)(=O)[O-])(F)F.C1(CCCCC1)C1=CC=C(C=C1)[S+](C1=CC=CC=C1)C1=CC=CC=C1 4-cyclohexyl-phenyl-diphenyl-sulfonium trifluoromethanesulfonate